2-(6-{[(5s,7s)-5-methyl-4-azaspiro[2.5]oct-7-yl]oxy}pyridazin-3-yl)-5-[1-(2H3)methyl-1H-pyrazol-4-yl]pyridin-3-ol dihydrochloride Cl.Cl.C[C@@H]1NC2(CC2)C[C@H](C1)OC1=CC=C(N=N1)C1=NC=C(C=C1O)C=1C=NN(C1)C([2H])([2H])[2H]